OC1=C(C(N(C=C1)C)=O)NC(N[C@@H](CC(=O)OCC)C1=CC=C(S1)C1=CSC=C1C)=O ethyl (S)-3-(3-(4-hydroxy-1-methyl-2-oxo-1,2-dihydropyridin-3-yl)ureido)-3-(4'-methyl-[2,3'-bithiophen]-5-yl)propanoate